6-(3-amino-5-fluoro-6-(3-(pyrrolidin-1-ylmethyl)-4-(tetrahydro-2H-pyran-4-yl)phenyl)pyrazin-2-yl)-4-methylisoquinolin-1(2H)-one NC=1C(=NC(=C(N1)F)C1=CC(=C(C=C1)C1CCOCC1)CN1CCCC1)C=1C=C2C(=CNC(C2=CC1)=O)C